2-(4-(6-(7,8-dimethyl-[1,2,4]triazolo[1,5-a]pyridin-6-yl)-7-isopropyl-5H-pyrrolo[3,2-d]pyrimidin-2-yl)piperidin-1-yl)-N,N-dimethylacetamide CC1=C(C=2N(C=C1C1=C(C=3N=C(N=CC3N1)C1CCN(CC1)CC(=O)N(C)C)C(C)C)N=CN2)C